6-Hydroxy-5-methyl-2-oxo-4-(trifluoroethyl)-1,2-dihydropyridine-3-carbonitrile OC1=C(C(=C(C(N1)=O)C#N)CC(F)(F)F)C